CC1=C(C=NC=C1)C=1C=C2C(=NC1)NC=C2C2=CC1=C(C(NCCO1)=O)C=C2 8-(5-(4-methylpyridin-3-yl)-1H-pyrrolo[2,3-b]pyridin-3-yl)-3,4-dihydrobenzo[f][1,4]oxazepin-5(2H)-one